BrC1=CC(=C2CCN(CC2=C1)C(C(F)(F)F)=O)Cl 1-(7-bromo-5-chloro-3,4-dihydro-1H-isoquinolin-2-yl)-2,2,2-trifluoroethanone